5-(7-(2-(4-chlorophenoxy)ethyl)-2,7-diazaspiro[4.4]non-2-yl)-3-hydroxypyridine ClC1=CC=C(OCCN2CC3(CCN(C3)C=3C=C(C=NC3)O)CC2)C=C1